C(CC)NS(=O)(=O)C(C(C(C(C(C(C(C(F)(F)F)(F)F)(F)F)(F)F)(F)F)(F)F)(F)F)(F)F N-propyl-perfluorooctyl-sulfonamide